C(C(C)C)N1CC(CCC1)C(=O)NC=1N=CC2=CC=C(C=C2C1)C=1SC(=NN1)C 1-isobutyl-N-(6-(5-methyl-1,3,4-thiadiazol-2-yl)isoquinolin-3-yl)piperidine-3-carboxamide